5-(3-(5-(1,1-Difluoro-2-(3-iodophenyl)propan-2-yl)-1H-imidazol-2-yl)-4-fluorophenoxy)-6-fluoro-4-(methylthio)-1H-indole FC(C(C)(C1=CC(=CC=C1)I)C1=CN=C(N1)C=1C=C(OC=2C(=C3C=CNC3=CC2F)SC)C=CC1F)F